C1(CC1)OC(COC1OCCCC1)(C1=CC=CC=C1)C1=NC(=NC2=CC=C(C=C12)I)N1CCC(CC1)N1CCC(CC1)(C)NC(OC(C)(C)C)=O tert-butyl (1'-(4-(1-cyclopropoxy-1-phenyl-2-((tetrahydro-2H-pyran-2-yl)oxy)ethyl)-6-iodoquinazolin-2-yl)-4-methyl-[1,4'-bipiperidin]-4-yl)carbamate